[14C]uric acid N1[14C](=O)NC=2NC(=O)NC2C1=O